6-((4-(4,4,5,5-tetramethyl-1,3,2-dioxaborolan-2-yl)-1H-pyrazol-1-yl)methyl)-3,4-dihydroisoquinoline-2(1H)-carboxylic acid tert-butyl ester C(C)(C)(C)OC(=O)N1CC2=CC=C(C=C2CC1)CN1N=CC(=C1)B1OC(C(O1)(C)C)(C)C